6-(3-bromo-2-(methoxymethoxy)-5-methylbenzoyl)indolizin-5(1H)-one BrC=1C(=C(C(=O)C=2C(N3C=CCC3=CC2)=O)C=C(C1)C)OCOC